tert-butyl 4-(((2s,4s)-4-(cyclopropylmethoxy)-2-(4-((cyclopropylmethoxy) carbonyl) phenyl) piperidin-1-yl) methyl)-5-methoxy-7-methyl-1H-indole-1-carboxylate C1(CC1)CO[C@@H]1C[C@H](N(CC1)CC1=C2C=CN(C2=C(C=C1OC)C)C(=O)OC(C)(C)C)C1=CC=C(C=C1)C(=O)OCC1CC1